2,4-dihydroxy-6-styrenyl-1,3,5-triazine OC1=NC(=NC(=N1)O)C=CC1=CC=CC=C1